C(CC(C)C)SC(CCCCCCCC)C1=C(C2=C(C=CC(=C2C(=C1)OC)OC)OC)OC 2-(1-Isopentylthio-nonyl)-1,4,5,8-tetramethoxynaphthalene